tert-butyl (2S,5S)-4-(bis(4-fluorophenyl)methyl)-2,5-dimethylpiperazine-1-carboxylate FC1=CC=C(C=C1)C(N1C[C@@H](N(C[C@@H]1C)C(=O)OC(C)(C)C)C)C1=CC=C(C=C1)F